NC(CCCCCCCCCCCN)N 1,12-diaminododecylamine